(4aR,8aS)-6-(4-((7-nitrobenzo[c][1,2,5]oxadiazol-4-yl)amino)piperidine-1-carbonyl)hexahydro-2H-pyrido[4,3-b][1,4]oxazin-3(4H)-one [N+](=O)([O-])C1=CC=C(C=2C1=NON2)NC2CCN(CC2)C(=O)N2C[C@@H]1[C@@H](OCC(N1)=O)CC2